3-((4-((1,3-dioxoisoindolin-5-yl)oxy)phenyl)carbamoyl)phenyl acetate C(C)(=O)OC1=CC(=CC=C1)C(NC1=CC=C(C=C1)OC=1C=C2C(NC(C2=CC1)=O)=O)=O